[2H]C(C1=CC2=C(S1)[C@@]1(C[C@@H](NCC1)C)OCC2)OCC (2'S,7R)-2-[deuterio(ethoxy)methyl]-2'-methyl-spiro[4,5-dihydrothieno[2,3-c]pyran-7,4'-piperidine]